BrC=1N=C2N(N1)C(CC2=O)C2=CC=CC=C2 2-bromo-5-phenyl-5H-pyrrolo[1,2-b][1,2,4]triazol-7(6H)-one